COC=1C=C(C=CC1)N(C(=O)C=1C2=C(SC1)C=CC=C2)C2CCN(CC2)C N-(3-methoxyphenyl)-N-(1-methylpiperidin-4-yl)benzo[b]thiophene-3-carboxamide